(4-(4-oxo-3,4-dihydro-phthalazin-1-yl)benzyl)methanesulfonamide O=C1NN=C(C2=CC=CC=C12)C1=CC=C(CCS(=O)(=O)N)C=C1